Cl.CNC1CCC(CC1)C1=NN=C(S1)C=1C(=CC(=NC1)C1=CC=C2N1N=CC(=C2)C#N)NC2CCOCC2 7-(5-(5-((1r,4r)-4-(methylamino)cyclohexyl)-1,3,4-thiadiazol-2-yl)-4-((tetrahydro-2H-pyran-4-yl)amino)pyridin-2-yl)pyrrolo[1,2-b]pyridazine-3-carbonitrile hydrochloride